2,2'-bistrifluoromethyl-4,4'-bis(4-aminophenoxy)biphenyl FC(C1=C(C=CC(=C1)OC1=CC=C(C=C1)N)C1=C(C=C(C=C1)OC1=CC=C(C=C1)N)C(F)(F)F)(F)F